C(#N)CCCCCCCC#N 1,7-dicyano-heptane